O=C1N(SC2=C1C=CC=C2)C2=CC=C(C#N)C=C2 4-(3-oxobenzo[d]isothiazol-2(3H)-yl)benzonitrile